8-(2,4-difluorophenyl)-9-(3-fluoro-4-((1-(3-fluoropropyl)azetidin-3-ylidene)methyl)-5-methylphenyl)-6,7-dihydro-5H-benzo[7]annulene-3-carboxylic acid FC1=C(C=CC(=C1)F)C=1CCCC2=C(C1C1=CC(=C(C(=C1)C)C=C1CN(C1)CCCF)F)C=CC(=C2)C(=O)O